1-(4-bromo-3-(methoxymethoxy)phenyl)-4-methyl-1H-imidazole BrC1=C(C=C(C=C1)N1C=NC(=C1)C)OCOC